2,7,9-trimethyltetracyclo[4.4.0.12,5.17,10]-3-dodecene CC12C3C4C(CC(C3C(C=C1)C2)(C4)C)C